O(CCC)[Si](OC(C)=O)(OC(C)=O)OC(C)=O propoxyl-triacetoxysilane